1-{4-[(3R)-3-Methylmorpholin-4-yl]-6-[1-((R)-S-methylsulfonimidoyl)cyclopropyl]pyrimidin-2-yl}-1H-benzimidazol-2-amine C[C@H]1N(CCOC1)C1=NC(=NC(=C1)C1(CC1)[S@@](=O)(=N)C)N1C(=NC2=C1C=CC=C2)N